C(CCCCCCCCCCCCC)S(=O)(=O)O.[Na] sodium myristylsulfonic acid